3-oxo-indan O=C1CCC2=CC=CC=C12